COS(=O)(=O)C=1C(=NC=CC1)C1=CN(C(=C1)C1=C(C=CC=C1)F)S(=O)(=O)C=1C=NC=CC1 (5-(2-fluorophenyl)-1-(pyridin-3-ylsulfonyl)-1H-pyrrol-3-yl)-pyridine-3-sulfonic acid methyl ester